CC([Si](=[Ti](NC1CCCCCCC1)C1(C(=C(C(=C1)C)C)C)C)C)C dimethyl-dimethylsilylene(tetramethylcyclopentadienyl)(cyclooctylamino)titanium